COC1=C(C=O)C(=CC=C1)[N+](=O)[O-] 2-methoxy-6-nitrobenzaldehyde